dl-m-chlorophenyl diselenide ClC=1C=C(C=CC1)[Se][Se]C1=CC(=CC=C1)Cl